NCC1(CCCCC1)O.CSC=1NC=2C(=CN1)N=CC2 methylthiopyrrolopyrimidine compound with aminomethyl-cyclohexanol